FC(C1=C(C=NN1)CN1CC2(CN(C2)C(=O)N2CC3(C2)NC(CC3)=O)C1)(F)F 2-[6-[[5-(trifluoromethyl)-1H-pyrazol-4-yl]methyl]-2,6-diazaspiro[3.3]heptane-2-carbonyl]-2,5-diazaspiro[3.4]octan-6-one